stannoline [SnH]1=CCCC1